CCC1C(CC)O1 3,4-Hexylenoxid